(4-{[(E)-[4-(butyloxy)phenyl]methylene]amino}naphthalen-1-yl)amine C(CCC)OC1=CC=C(C=C1)\C=N\C1=CC=C(C2=CC=CC=C12)N